C(C)OC(C)N1N=CC(=C1)C1=C(C=2N(C=N1)N=C(N2)N)OC 7-(1-(1-ethoxyethyl)-1H-pyrazol-4-yl)-8-methoxy-[1,2,4]triazolo[1,5-c]pyrimidin-2-amine